O1[C@H](COCC1)CS(=O)(=O)NCCCN(CCCCCCCC(=O)OC(CCCCCCCC)CCCCCCCC)CCCCCCCC(OC(CC)CCCCCCCC)=O Heptadecan-9-yl 8-((3-((((R)-1,4-dioxan-2-yl)methyl)sulfonamido)propyl)(8-oxo-8-(undecan-3-yloxy)octyl)amino)octanoate